C(C)(C)(C)OC(=O)N1C[C@@H](N(CC1)C1=NC=CC2=C1C(=CN2C2=NC=CC(=C2)C#N)C2=C(C=CC=C2)F)C (S)-4-(1-(4-cyanopyridin-2-yl)-3-(2-fluorophenyl)-1H-pyrrolo[3,2-c]pyridin-4-yl)-3-methylpiperazine-1-carboxylic acid tert-butyl ester